C1(=CC=CC=C1)N1NC(=CC1C1=CC=C(C=C1)C(C)(C)C)C=CC1=CC=C(C=C1)C(C)(C)C 1-phenyl-3-(4-tert-butylstyryl)-5-(4-tert-butylphenyl)pyrazoline